(R)-N-(2-(4-Cyanothiazolidin-3-yl)-2-oxoethyl)-6-(6-methyl-2-azaspiro[3.3]Heptane-2-yl)quinoline-4-carboxamide C(#N)[C@H]1N(CSC1)C(CNC(=O)C1=CC=NC2=CC=C(C=C12)N1CC2(C1)CC(C2)C)=O